C1(CC1)S(=O)(=O)N1N=CC(=C1)C1=NC=CC(=N1)C1(C=C(C(=CN1)C1=NC=CC(=C1)NC1CC(C1)(F)F)NC1CCC(CC1)CN(C)C)N 6'-(2-(1-(Cyclopropylsulfonyl)-1H-pyrazol-4-yl)pyrimidin-4-yl)-N4-(3,3-difluorocyclobutyl)-N4'-((1s,4s)-4-((dimethylamino)methyl)cyclohexyl)-[2,3'-bipyridine]-4,4',6'-triamine